S1C=NCC=C1 4H-1,3-thiazin